3,5-difluoro-4-((6-methoxy-7-phenyl-1H-pyrrolo[3,2-c]pyridin-1-yl)methyl)benzenesulfonamide FC=1C=C(C=C(C1CN1C=CC=2C=NC(=C(C21)C2=CC=CC=C2)OC)F)S(=O)(=O)N